(1S,2R)-1-(2-chloro-5-fluorophenyl)-1-(3-methyl-1H-pyrazol-1-yl)propan ClC1=C(C=C(C=C1)F)[C@H](CC)N1N=C(C=C1)C